C[Si](C)(C)CC(C#C)=O (trimethylsilyl)-3-butyn-2-one